COC1=CC=2C(C3=CC=C(C(=C3NC2C=C1)C)C)=O 2-methoxy-5,6-dimethylacridin-9(10H)-one